methyl 2-[(1R,3s,5S)-3-[[3-[N'-(2-chloro-4-hydroxy-phenyl)carbamimidoyl]-6-(1-methylpyrazol-4-yl)pyrrolo[1,2-b]pyridazin-4-yl]amino]-8-azabicyclo[3.2.1]octan-8-yl]acetate ClC1=C(C=CC(=C1)O)N=C(N)C1=C(C=2N(N=C1)C=C(C2)C=2C=NN(C2)C)NC2C[C@H]1CC[C@@H](C2)N1CC(=O)OC